C2-chloro-N-((3S,4S)-1-(5-(6-ethoxy-1H-pyrazolo[3',4':3,4]pyrazolo[1,5-a]pyridin-4-yl)pyridin-2-yl)-3-hydroxypiperidin-4-yl)-6-fluorobenzamide ClC1=C(C(=O)N[C@@H]2[C@H](CN(CC2)C2=NC=C(C=C2)C=2C=3N(C=C(C2)OCC)N=C2C3C=NN2)O)C(=CC=C1)F